N-((trans-4-(5-methoxy-6-methylpyridin-2-yl)cyclohexyl)methyl)-4-(3-methoxycyclobutanecarboxamido)-cyclohexanecarboxamide COC=1C=CC(=NC1C)[C@@H]1CC[C@H](CC1)CNC(=O)C1CCC(CC1)NC(=O)C1CC(C1)OC